3-[5-(1-{1-[4-(Aminomethyl)phenyl]piperidin-4-yl}pyrrolidin-3-yl)-3-methyl-2-oxo-1,3-benzodiazol-1-yl]piperidine-2,6-dione NCC1=CC=C(C=C1)N1CCC(CC1)N1CC(CC1)C1=CC2=C(N(C(N2C)=O)C2C(NC(CC2)=O)=O)C=C1